C(C)(C)(C)OC(=O)N1CCC(CC1)(C(CC(=O)OC)=O)CCO[Si](C)(C)C(C)(C)C.C(C)N(CC)CCC(C)=O 4-(N,N-diethyl)amino-2-butanone tert-butyl-4-(2-{[tert-butyl(dimethyl)silyl]oxy}ethyl)-4-(3-methoxy-3-oxopropanoyl)piperidine-1-carboxylate